1-(8-((6-chloropyridin-3-yl)methyl)-2,4-dioxido-4,8-dihydropyrido[2,3-d]pyrimidin-3(2H)-yl)cyclopropane-1-carbonitrile ClC1=CC=C(C=N1)CN1C=CC=C2C1=NC(N(C2[O-])C2(CC2)C#N)[O-]